O(C1=CC=CC=C1)C1=CC=C(C=C1)B(O)O p-phenoxyphenylboronic acid